2-(methylsulfonyl)-5-(tributylstannyl)pyrimidine CS(=O)(=O)C1=NC=C(C=N1)[Sn](CCCC)(CCCC)CCCC